(Z)-4-(3-(3-chloro-4-(trifluoromethoxy)phenyl)-1,4,4,4-tetrafluorobut-1-en-1-yl)-N'-(pyrimidin-2-yl)-2-(trifluoromethyl)benzoyl-hydrazine ClC=1C=C(C=CC1OC(F)(F)F)C(\C=C(/F)\C1=CC(=C(C(=O)NNC2=NC=CC=N2)C=C1)C(F)(F)F)C(F)(F)F